COC=1C=C(C=CC1NCC#CC=1N(C2=CC=CC(=C2C1)NC1CCC(CC1)N(C)C)CC(F)(F)F)C(C#N)(C)C 2-(3-methoxy-4-{[3-(4-{[(1R,4R)-4-(dimethylamino)cyclohexyl]amino}-1-(2,2,2-trifluoroethyl)-1H-indol-2-yl)prop-2-yn-1-yl]amino}phenyl)-2-methylpropanenitrile